C1(=CC=CC=C1)N(CCP(O)(O)=O)C1=CC=CC=C1 [2-(diphenylamino)ethyl]phosphonic acid